COCC1CNCCOC1 6-(methoxymethyl)-1,4-oxazepane